N1(N=NC2=C1C=CC=C2)CNC(C(=O)C2N(CCC2)C(CNC(=O)C2=CC=NC1=CC=C(C=C21)OCCCN2CCOCC2)=O)=O N-(2-(2-(2-(((1H-benzo[d][1,2,3]triazol-1-yl)methyl)amino)-2-oxoacetyl)pyrrolidin-1-yl)-2-oxoethyl)-6-(3-morpholinopropoxy)quinoline-4-carboxamide